N-(5-((6-(3-(4-chloro-3-((3-fluoro-benzyl)oxy)phenyl)isoxazolidin-2-yl)pyrimidin-4-yl)-amino)-4-methoxy-2-(4-methylpiperazin-1-yl)phenyl)-acrylamide ClC1=C(C=C(C=C1)C1N(OCC1)C1=CC(=NC=N1)NC=1C(=CC(=C(C1)NC(C=C)=O)N1CCN(CC1)C)OC)OCC1=CC(=CC=C1)F